NC(C(=O)O)CC=1SC=CC1 2-amino-3-(thiophen-2-yl)propionic acid